N-{(1R)-1-[2-(cyanomethyl)quinolin-4-yl]ethyl}-2-methylbenzamide C(#N)CC1=NC2=CC=CC=C2C(=C1)[C@@H](C)NC(C1=C(C=CC=C1)C)=O